C1(CC1)C1=C(C(=NO1)C1=C(C=CC=C1Cl)Cl)COC1=CC=C(C=C1)C1=CC(=CC=C1)C(C(=O)O)(C)C 2-(4'-((5-cyclopropyl-3-(2,6-dichlorophenyl)isoxazol-4-yl)methoxy)-[1,1'-biphenyl]-3-yl)-2-methylpropanoic acid